O=C([C@H](O)[C@@H](O)[C@@H](O)[C@H](O)C(=O)[O-])[O-].[Al+3].O=C([C@H](O)[C@@H](O)[C@@H](O)[C@H](O)C(=O)[O-])[O-].O=C([C@H](O)[C@@H](O)[C@@H](O)[C@H](O)C(=O)[O-])[O-].[Al+3] aluminum galactarate